CC1C(CC1C)=C(C(NC1=CC=C2C(=C1)NC(C21CCOCC1)=O)=O)NC(=O)C=1N(N=CC1)C N-{1-(2,3-Dimethylcyclobutylidene)-2-oxo-2-[(2-oxo-spiro[1H-indole-3,4'-oxane]-6-yl)amino]ethyl}-2-methyl-pyrazole-3-carboxamide